3,10-Dimethoxy-5,6,7,8,13,13a-hexahydroisoquinolino[2,1-b]isoquinolin-9-yl benzenesulfonate C1(=CC=CC=C1)S(=O)(=O)OC1=C(C=CC=2CC3N(CC12)CCC=1C=C(C=CC13)OC)OC